N-(6-((4-(aminomethyl)-1H-pyrazol-1-yl)methyl)-4-methoxybenzo[d]isoxazol-3-yl)-5-ethyl-2-(prop-2-yn-1-yloxy)benzenesulfonamide NCC=1C=NN(C1)CC1=CC2=C(C(=NO2)NS(=O)(=O)C2=C(C=CC(=C2)CC)OCC#C)C(=C1)OC